5-(((1s,3s)-3-(4-(2-(4-((2-(2-oxa-6-azaspiro[3.3]heptane-6-yl)pyrimidin-4-yl)methoxy)phenyl)propan-2-yl)phenoxy)cyclobutyl)amino)-2-(2,6-dioxopiperidin-3-yl)isoindole C1OCC12CN(C2)C2=NC=CC(=N2)COC2=CC=C(C=C2)C(C)(C)C2=CC=C(OC1CC(C1)NC1=CC3=CN(C=C3C=C1)C1C(NC(CC1)=O)=O)C=C2